C(C1=CC=CC=C1)N[C@@H](CCCNC(N)=N)C(=O)O benzyl-L-arginine